aminopropyl-biguanidine NCCCNC(=N)NNC(=N)N